N-(1-(1-benzyl-1H-pyrazol-4-yl)-1-hydroxypropan-2-yl)-2-chloroacetamide C(C1=CC=CC=C1)N1N=CC(=C1)C(C(C)NC(CCl)=O)O